NC[C@H](CO)CC=1C=NC=CC1 |r| (+/-)-2-(aminomethyl)-3-(pyridin-3-yl)propan-1-ol